6-benzyl-N-(4-chlorobenzyl)-2-methyl-5-oxo-5,6-dihydro-1,6-naphthyridine-3-carboxamide C(C1=CC=CC=C1)N1C(C=2C=C(C(=NC2C=C1)C)C(=O)NCC1=CC=C(C=C1)Cl)=O